CC(C)(C1=CC=C(C=C1)OC2=CC3=C(C=C2)C(=O)OC3=O)C4=CC=C(C=C4)OC5=CC6=C(C=C5)C(=O)OC6=O 4,4'-(4,4'-isopropylidenediphenoxy)bis(phthalic anhydride)